N-(p-pentylcinnamoyl)anthranilic acid C(CCCC)C1=CC=C(C=CC(=O)NC=2C(C(=O)O)=CC=CC2)C=C1